BrC1=C(C=C(C(=C1)OC)[N+](=O)[O-])NC(C(C)(C)C)=O N-(2-Bromo-4-methoxy-5-nitrophenyl)pivalamide